BrC1=CC=C(C=C1)C1CCN(CC1)C(=O)OC(C)(C)C tert-butyl 4-(4-bromophenyl)-piperidine-1-carboxylate